(S)-1-((7-cyano-2-(3'-(7-(((R)-3-hydroxypyrrolidin-1-yl)methyl)pyrido[3,2-d]pyrimidin-4-ylamino)-2,2'-dimethylbiphenyl-3-yl)benzo[d]oxazol-5-yl)methyl)piperidine C(#N)C1=CC(=CC=2N=C(OC21)C=2C(=C(C=CC2)C2=C(C(=CC=C2)NC=2C1=C(N=CN2)C=C(C=N1)CN1C[C@@H](CC1)O)C)C)CN1CCCCC1